CC=1N=C(SC1N1[C@@H](CCC1)C#N)CCCC1=CC=CC=C1 (S)-1-(4-methyl-2-(3-phenylpropyl)thiazol-5-yl)pyrrolidine-2-carbonitrile